N1=CC=CC2=C(C=CC=C12)N1N=CC(=C1C(F)(F)F)C(=O)NC1=CC(=NC=C1)C(F)(F)F 1-(Chinolin-5-yl)-5-(trifluoromethyl)-N-(2-(trifluoromethyl)pyridin-4-yl)-1H-pyrazol-4-carboxamid